FCCOCCOCCOC=1C=C2C=C(NC2=CC1)C=1C=CC(=NC1)N1C[C@@H](CCC1)O (3R)-1-[5-(5-{2-[2-(2-Fluoroethoxy)ethoxy]ethoxy}-1H-indol-2-yl)pyridin-2-yl]piperidin-3-ol